6-[(2,5-dioxopyrrolidin-1-yl)oxy]-N-(2-{[α-D-mannopyranosyl-(1-3)-[α-D-mannopyranosyl-(1-6)]-α-D-mannopyranosyl]oxy}ethyl)-6-oxohexanamide O=C1N(C(CC1)=O)OC(CCCCC(=O)NCCO[C@@H]1[C@@H](O)[C@@H](O[C@@H]2[C@@H](O)[C@@H](O)[C@H](O)[C@H](O2)CO)[C@H](O)[C@H](O1)CO[C@@H]1[C@@H](O)[C@@H](O)[C@H](O)[C@H](O1)CO)=O